N-((5-chloro-6-((5-chlorothiophen-2-yl)methoxy)-1H-indol-2-yl)methyl)-1-methylcyclopropane-1-carboxamide ClC=1C=C2C=C(NC2=CC1OCC=1SC(=CC1)Cl)CNC(=O)C1(CC1)C